N-(2-(3-hydroxy-2-methyl-4-oxo-pyridyl)ethyl)-4-(2-chlorobenzyl-oxy)phthalimide OC1C(=NC=C(C1=O)CCN1C(C=2C(C1=O)=CC(=CC2)OCC2=C(C=CC=C2)Cl)=O)C